tert-butyl 3-[tert-butyl(dimethyl)silyl]oxy-4-[4-[3-cyano-4-[(3-fluoro-2-pyridyl)sulfanyl]pyrazolo[1,5-a]pyridin-6-yl]-5-methyl-pyrazol-1-yl]piperidine-1-carboxylate [Si](C)(C)(C(C)(C)C)OC1CN(CCC1N1N=CC(=C1C)C=1C=C(C=2N(C1)N=CC2C#N)SC2=NC=CC=C2F)C(=O)OC(C)(C)C